8-(dimethylamino)-2-(4-(hexyloxy)-3-methylphenyl)-7-(naphthalen-1-ylmethyl)-5-oxo-thiazolo[3,2-a]pyridine-3-carboxylic acid CN(C1=C2N(C(C=C1CC1=CC=CC3=CC=CC=C13)=O)C(=C(S2)C2=CC(=C(C=C2)OCCCCCC)C)C(=O)O)C